C(=O)(O)[C@H](C)OC(=O)[C@H](C)OC(=O)[C@H](C)OC(=O)[C@H](C)OC(=O)[C@H](C)OC(=O)[C@H](C)OC(=O)[C@H](C)OC(CCCCCCCCCCCCCCCCC)=O Octadecanoic acid (S)-1-{(S)-1-[(S)-1-((S)-1-{(S)-1-[(S)-1-((S)-1-carboxy-ethoxycarbonyl)-ethoxycarbonyl]-ethoxycarbonyl}-ethoxycarbonyl)-ethoxycarbonyl]-ethoxycarbonyl}-ethyl ester